[N+](=O)([O-])C1=C(C=C(C(=O)OC)C=C1)NC12COCC(C1)C2 methyl 4-nitro-3-(3-oxabicyclo[3.1.1]heptan-1-ylamino)benzoate